FC1=C(C=CC(=C1)S(=O)(=O)C)C1(C=C(C(=C(N1)NC1=NNC(=C1)C)OC)C=1C=NN(C1)C)NC 6-(2-fluoro-4-(methylsulfonyl)phenyl)-3-methoxy-N6-methyl-N2-(5-methyl-1H-pyrazol-3-yl)-4-(1-methyl-1H-pyrazol-4-yl)pyridine-2,6-diamine